(4-(7-carbamoyl-6-methoxybenzo[d]imidazo[2,1-b]thiazol-2-yl)-3-fluorophenyl)pyrrolidine-1-carboxylic acid tert-butyl ester C(C)(C)(C)OC(=O)N1C(CCC1)C1=CC(=C(C=C1)C=1N=C2SC3=C(N2C1)C=C(C(=C3)C(N)=O)OC)F